N=1N(N=C2C1C=CC=C2)C2=C(C=CC(=C2)C(CC(C)(C)C)(C)C)O 2-(2H-benzotriazole-2-yl)-4-(1,1,3,3-tetramethylbutyl)-phenol